5-(3-phenyl-4-(4-sulfamoyl-benzyl)-1H-pyrazol-1-yl)thiophene-3-carboxylic acid C1(=CC=CC=C1)C1=NN(C=C1CC1=CC=C(C=C1)S(N)(=O)=O)C1=CC(=CS1)C(=O)O